C(C)[Si](OCOCC)(OCOCC)OCOCC ethyltri(ethoxymethoxy)silane